tert-butyl 7-((2-((tert-butyldimethylsilyl)oxy) ethyl)sulfonyl)-2-(3-(3-methoxy-2-(methoxymethyl)-3-oxopropyl)phenyl)-2,6,6-trimethylheptanoate [Si](C)(C)(C(C)(C)C)OCCS(=O)(=O)CC(CCCC(C(=O)OC(C)(C)C)(C)C1=CC(=CC=C1)CC(C(=O)OC)COC)(C)C